C(C)(C)N(CCC)CCC1=CNC2=CC=C(C=C12)OC N-isopropyl-N-(2-(5-methoxy-1H-indol-3-yl)ethyl)propan-1-amine